C(C)(C)(C)OC(NCC1=NC(=NO1)CC1=CN=CS1)=O ((3-(thiazol-5-ylmethyl)-1,2,4-oxadiazol-5-yl)methyl)carbamic acid tert-butyl ester